6-(1H-pyrazol-1-yl)-1-(2,4,5-trifluorobenzyl)-1,3,5-triazine-2,4(1H,3H)-dione N1(N=CC=C1)C1=NC(NC(N1CC1=C(C=C(C(=C1)F)F)F)=O)=O